bis(p-methoxyphenyl) disulfide COC1=CC=C(C=C1)SSC1=CC=C(C=C1)OC